13-Chloro-4-fluoro-14-methoxy-16,16-dioxo-20-(trifluoromethyl)-9-oxa-16λ6-thia-17-azatetracyclo[16.3.1.111,15.02,7]tricosa-1(21),2(7),3,5,11,13,15(23),18(22),19-nonaen-10-one ClC=1C=C2C(OCC=3C=CC(=CC3C3=CC(=CC(NS(C(C1OC)=C2)(=O)=O)=C3)C(F)(F)F)F)=O